C[C@H]1CN(CC2=CC=C(C=C12)N1CC(NCC1)CO)C1=C2C(=NC=C1)N(N=C2)C [4-[(4R)-4-methyl-2-(1-methylpyrazolo[3,4-b]pyridin-4-yl)-3,4-dihydro-1H-isoquinolin-6-yl]piperazin-2-yl]methanol